methyl (R)-4-(2-cyclopropyl-3,5-difluorophenyl)-2-(fluoromethyl)-5-oxo-1,4,5,7-tetrahydrofuro[3,4-b]pyridine-3-carboxylate C1(CC1)C1=C(C=C(C=C1F)F)[C@@H]1C2=C(NC(=C1C(=O)OC)CF)COC2=O